FC1=C(C=C(C=C1)CNC(CC(=O)N1C(C2CCC1C2)C#N)(C)C)O 3-[3-[(4-fluoro-3-hydroxyphenyl)methylamino]-3-methyl-butyryl]-3-azabicyclo[2.2.1]heptane-2-carbonitrile